CC1=C(C=C(C(=C1)OC1=CC(=CC=C1)SC(C(F)(F)F)(F)F)C)N=CN(C)CC N'-(2,5-dimethyl-4-{3-[(pentafluoroethyl)sulfanyl]-phenoxy}phenyl)-N-ethyl-N-methylimidoformamide